sodium petroselinate C(CCCC\C=C/CCCCCCCCCCC)(=O)[O-].[Na+]